(R)-5-chloro-3-(1-(2,4-dichlorophenyl)ethyl)-7-ethyl-3H-[1,2,3]triazolo[4,5-d]pyrimidine ClC=1N=C(C2=C(N1)N(N=N2)[C@H](C)C2=C(C=C(C=C2)Cl)Cl)CC